N-(4-((2-(7-oxa-2-azaspiro[3.5]nonan-2-yl)pyrimidin-5-yl)oxy)-3-methylphenyl)-3-isopropoxycyclobutane-1-carboxamide C1N(CC12CCOCC2)C2=NC=C(C=N2)OC2=C(C=C(C=C2)NC(=O)C2CC(C2)OC(C)C)C